C1(CCCC1)C1=C(C=NC=2N1N=CC2)NC(=O)NC=2C=C(C(=NC2)C2=NOC(=N2)CCCCC(=O)NC2=CC=C(C=C2)C2C(NC(CC2)=O)=O)C 5-[3-[5-[(7-cyclopentylpyrazolo[1,5-a]pyrimidin-6-yl)carbamoylamino]-3-methyl-2-pyridyl]-1,2,4-oxadiazol-5-yl]-N-[4-(2,6-dioxo-3-piperidyl)phenyl]pentanamide